O=C1NC(CCC1C=1C=CC(=NC1)N1CCN(CC1)CC(=O)N1CCCCC1)=O 1-(2-(4-(5-(2,6-DIOXOPIPERIDIN-3-YL)PYRIDIN-2-YL)PIPERAZIN-1-YL)ACETYL)PIPERIDINE